C(C)N1N=C2N=C(C=NC2=C1)N[C@@H](C)C=1C=C(C=CC1)NC(CC1=CC=CC=C1)=O (S)-N-(3-(1-((2-ethyl-2H-pyrazolo[3,4-b]pyrazin-6-yl)amino)ethyl)phenyl)-2-phenylacetamide